(2R,6S)-9-(trifluoromethyl)-3,4,5,6-tetrahydro-2H-2,6-methanobenzo[b][1,5]oxazocine FC(C=1C=CC2=C(O[C@@H]3CCN[C@H]2C3)C1)(F)F